4-Benzyl-2-(6-chloropyridin-3-yl)morpholine C(C1=CC=CC=C1)N1CC(OCC1)C=1C=NC(=CC1)Cl